C(C1=CC=CC=C1)N1C(=NC2=NC=C(C=C21)C=2C(=NOC2C)C)NC2COC2 1-benzyl-6-(3,5-dimethylisoxazol-4-yl)-N-(oxetan-3-yl)-1H-imidazo[4,5-b]pyridin-2-amine